FC(C(O)C1=CC=C(O1)C(=O)OC)(F)F methyl 5-(2,2,2-trifluoro-1-hydroxy-ethyl)furan-2-carboxylate